3-[(E)-3-(3,4-dihydroxyphenyl)prop-2-enoyl]oxy-1,4,5-trihydroxy-cyclohexane-1-carboxylic acid OC=1C=C(C=CC1O)/C=C/C(=O)OC1CC(CC(C1O)O)(C(=O)O)O